5-(1-hydrazinopropyl)-2-(trifluoromethyl)pyridine N(N)C(CC)C=1C=CC(=NC1)C(F)(F)F